COCCNS(=O)(=O)N1CC2=C(C3=C(C(N(N=C3)CC=3C=NC(=CC3)OC)=O)N2C)CC1 N-(2-methoxyethyl)-3-((6-methoxypyridin-3-yl)methyl)-5-methyl-4-oxo-3,4,5,6,8,9-hexahydro-7H-pyrido[4',3':4,5]pyrrolo[2,3-d]pyridazine-7-sulfonamide